ethyl 6-methyl-3-oxoquinuclidine-2-carboxylate Ethyl-1-(2-ethoxy-2-oxoethyl)-2-methylpiperidine-4-carboxylate C(C)OC(=O)C1CC(N(CC1)CC(=O)OCC)C.CC1CC2C(C(N1CC2)C(=O)OCC)=O